COC=1C=C(CN(C=2SC=C(N2)CN2CCN(CC2)C)CC2=CC(=CC=C2)N2CCCC2)C=CC1 N-(3-methoxybenzyl)-4-((4-methylpiperazin-1-yl)methyl)-N-(3-(pyrrolidin-1-yl)benzyl)thiazol-2-amine